1-((6-(butyldisulfanyl)-3-(3-(butyldisulfanyl)propyl)hexyl)oxy)-1-oxoicosan-10-yl-1-methylpiperidine-4-carboxylate C(CCC)SSCCCC(CCOC(CCCCCCCCC(CCCCCCCCCC)OC(=O)C1CCN(CC1)C)=O)CCCSSCCCC